tert-butyl 4-[[4-[8-fluoro-7-[2-methyl-3-(2-trimethylsilylethoxymethyl)benzimidazol-5-yl]oxy-quinoxalin-2-yl]pyrazol-1-yl]methyl]piperidine-1-carboxylate FC=1C(=CC=C2N=CC(=NC12)C=1C=NN(C1)CC1CCN(CC1)C(=O)OC(C)(C)C)OC1=CC2=C(N=C(N2COCC[Si](C)(C)C)C)C=C1